C=S=P(O)(O)O.N1N=NC2=C1C=CC=C2 benzotriazol methylenethiophosphate